C(C)(C)(C)N1C(NC2=C(C1)C1=C(N=C2)N(C=C1)S(=O)(=O)C1=CC=CC=C1)=O 2-(tert-butyl)-7-(phenylsulfonyl)-1,2,4,7-tetrahydro-3H-pyrrolo[3',2':5,6]pyrido[3,4-d]pyrimidin-3-one